4-[(2-chloro-6-fluorophenyl)methyl]-3-[(2-fluorophenyl)methyl]-4,5-dihydro-1,2,4-oxadiazol-5-one ClC1=C(C(=CC=C1)F)CN1C(=NOC1=O)CC1=C(C=CC=C1)F